[Si](C)(C)(C(C)(C)C)OCC1(CCCC1)CN1N=C(C=2C=NC(=CC21)Cl)N2C[C@H](CC2)CS(=O)(=O)CC (S)-1-((1-(((tert-butyldimethylsilyl)oxy)methyl)cyclopentyl)methyl)-6-chloro-3-(3-((ethylsulfonyl)methyl)pyrrolidin-1-yl)-1H-pyrazolo[4,3-c]pyridine